COCCOC1CN(C1)CC1CN(C1)C(=O)OC(C)(C)C tert-butyl 3-[[3-(2-methoxyethoxy)azetidin-1-yl]methyl]azetidine-1-carboxylate